N-((R)-1-(4-(ethylsulfonyl)phenyl)-2-hydroxyethyl)-6-((2S,4R)-2-((((S)-tetrahydrofuran-3-yl)oxy)methyl)-4-(4-(trifluoromethyl)phenoxy)pyrrolidin-1-yl)nicotinamide C(C)S(=O)(=O)C1=CC=C(C=C1)[C@H](CO)NC(C1=CN=C(C=C1)N1[C@@H](C[C@H](C1)OC1=CC=C(C=C1)C(F)(F)F)CO[C@@H]1COCC1)=O